COC1=CC=C(C=C1)C1(CC2C(N(OC2(C)C)C)C(C1)C)C 5-(4-Methoxyphenyl)-1,3,3,5,7-pentamethyloctahydrobenzo[c]isoxazol